C1(CCCC1)C1=C(C(=O)N)C=C(C=C1)NC(C1=C(C=CC(=C1)[N+](=O)[O-])SC1=NN=NN1CCO)=O 2-cyclopentyl-5-[[2-[1-(2-hydroxyethyl)tetrazol-5-yl]sulfanyl-5-nitro-benzoyl]amino]benzamide